(9R)-7-(4-bromo-2,6-difluorophenyl)-9-methyl-7,8,9,10-tetrahydroimidazo[2,1-a][2,6]naphthyridine BrC1=CC(=C(C(=C1)F)C1C=2C=CN3C(C2C[C@H](N1)C)=NC=C3)F